COC(=O)C=1C=CC2=C(N(C(=N2)[C@H](C)N2CCC(CC2)C2=NC(=CC=C2)OCC2=C(C=C(C=C2)F)F)C[C@H]2OCC2)C1 2-((S)-1-(4-(6-((2,4-difluorobenzyl)oxy)pyridin-2-yl)piperidin-1-yl)ethyl)-1-(((S)-oxetan-2-yl)methyl)-1H-benzo[d]imidazole-6-carboxylic acid methyl ester